NC(CCN1[C@@H]2[C@H](C=3C=CC=C(C13)Br)CN(CC2)C(=O)OCC)=O (4aS,9bR)-ethyl 5-(3-amino-3-oxopropyl)-6-bromo-3,4,4a,5-tetrahydro-1H-pyrido[4,3-b]indole-2(9bH)-carboxylate